9-fluorenylmethyl tertiary butyl ether C(C)(C)(C)OCC1C2=CC=CC=C2C=2C=CC=CC12